1,2-bis(4-(trifluoromethyl)phenyl)acetylene tert-butyl-N-[(1S)-2-(5,6-dimethylpyrido[4,3-b]carbazol-9-yl)oxy-1-methyl-ethyl]-N-propyl-carbamate C(C)(C)(C)OC(N(CCC)[C@H](COC1=CC=2C=3C=C4C(=C(C3N(C2C=C1)C)C)C=CN=C4)C)=O.FC(C4=CC=C(C=C4)C#CC4=CC=C(C=C4)C(F)(F)F)(F)F